FC(C(=O)O)(F)F.NCCN1C(C=CC1=O)=O N-(2-aminoethyl)-maleimide trifluoroacetate salt